4,7-dichloro-2-phenylquinazoline ClC1=NC(=NC2=CC(=CC=C12)Cl)C1=CC=CC=C1